2-((R)-1-cyclopropylethylamino)-4-((1R,3R,4R)-3-hydroxy-4-methylcyclohexylamino)pyrimidine-5-carboxamide C1(CC1)[C@@H](C)NC1=NC=C(C(=N1)N[C@H]1C[C@H]([C@@H](CC1)C)O)C(=O)N